2-(((6-chloropyrimidin-4-yl)amino)methyl)-6-cyclopropylimidazo[1,2-a]pyridin-8-amine ClC1=CC(=NC=N1)NCC=1N=C2N(C=C(C=C2N)C2CC2)C1